tert-Butyl (3-(((7R,12bS)-3-(Cyclopropylmethyl)-9-hydroxy-2,3,4,4a,5,6,7,7a-octahydro-1H-4,12-methanobenzofuro[3,2-e]isoquinolin-7-yl)carbamoyl)benzyl)carbamate C1(CC1)CN1C2C3CC[C@H](C4[C@]3(CC1)C1=C(O4)C(=CC=C1C2)O)NC(=O)C=2C=C(CNC(OC(C)(C)C)=O)C=CC2